N1(CCNCC1)C1=CC=C(C=C1)N1C(NC(CC1)=O)=O (4-piperazin-1-ylphenyl)hexahydropyrimidine-2,4-dione